OC1=C(C(=O)NC=2C=C(C(=O)O)C=C(C2)NC(C2=C(C=C(C(=C2)O)C(=O)O)O)=O)C=C(C(=C1)C(=O)O)O 3,5-bis(2,5-dihydroxy-4-carboxybenzoylamino)benzoic acid